(2R,3Z,6Z,9Z)-2-Methyl-13-((tetrahydro-2H-pyran-2-yl)oxy)trideca-3,6,9-trien-1-ol C[C@@H](CO)\C=C/C\C=C/C\C=C/CCCOC1OCCCC1